C(C)NC1=NC=C2C=C(N=CC2=C1)C=1C(=CC(=NC1)[C@H](CC)O)C (1S)-1-{5-[7-(ethylamino)-2,6-naphthyridin-3-yl]-4-methylpyridin-2-yl}propan-1-ol